ClC1=CC=C(C=C1)[C@@]1(N(C(C2=CC(=CC=C12)C(C)(C=1C=NC=NC1)O)=O)CC1=NC=C(C=C1)Cl)OC (3R)-3-(4-chlorophenyl)-2-[(5-chloropyridin-2-yl)methyl]-6-[1-hydroxy-1-(pyrimidin-5-yl)ethyl]-3-methoxy-2,3-dihydro-1H-isoindol-1-one